N1CC(C1)C1=CC=C(C=C1)C1(CC1)C=1N=NN(N1)C(C)(C)C 5-[1-[4-(azetidin-3-yl)phenyl]cyclopropyl]-2-tert-butyl-tetrazole